C1(=CC=CC=C1)C(=O)C1=NC=CC=C1 phenyl-(pyridine-2-yl)-methanone